C(C1=CC=CC=C1)NC(=O)C=1C(C(=C(NC1C)C)C(=O)OCCC#N)C1=C(C=CC=C1)[N+](=O)[O-] 2-Cyanoethyl 5-(benzylcarbamoyl)-2,6-dimethyl-4-(2-nitrophenyl)-1,4-dihydropyridine-3-carboxylate